C(\C=C/C(=O)O)(=O)O.BrC=1C=CC2=C(N(C3=C(CC2)C=CC=C3)CCCNC/C=C/C(=O)OCC)C1 Ethyl (E)-4-[3-(3-bromo-10,11-dihydro-5H-dibenzo[b,f]azepin-5-yl)propylamino]but-2-enoate maleate